3-(4-bromophenyl)-8-methyl-1,4,8-triazaspiro[4.5]dec-3-ene-2-thione BrC1=CC=C(C=C1)C=1C(NC2(N1)CCN(CC2)C)=S